FC1=C(C=CC(=C1)F)[C@@](CN1N=CN=C1)([C@@H](C)SSCCCC1=NC=CC=C1)O (2R,3R)-2-(2,4-difluorophenyl)-3-((3-(pyridin-2-yl)propyl)disulfanyl)-1-(1H-1,2,4-triazol-1-yl)butan-2-ol